C(C)(C)(C)OC(=O)N1CC(CC1)(C=O)COCC 3-(ethoxymethyl)-3-formylpyrrolidine-1-carboxylic acid tert-butyl ester